C(C)(C)(C)OC(=O)NN=C=O Carbonyl-hydrazinecarboxylic acid tert-butyl ester